methyl 4-((3-(tert-butoxycarbonyl)-3-azabicyclo[3.1.0]hexan-1-yl)amino)-6-chloropyrido[3,2-d]pyrimidine-8-carboxylate C(C)(C)(C)OC(=O)N1CC2(CC2C1)NC=1C2=C(N=CN1)C(=CC(=N2)Cl)C(=O)OC